(R)-2-amino-N-((R)-3-methyl-1-((3aS,4S,6S,7aR)-3a,5,5-trimethylhexahydro-4,6-methanobenzo[d][1,3,2]dioxaborol-2-yl)butyl)-4-morpholino-4-oxobutanamide hydrochloride Cl.N[C@@H](C(=O)N[C@@H](CC(C)C)B1O[C@@]2([C@H](O1)C[C@H]1C([C@@H]2C1)(C)C)C)CC(=O)N1CCOCC1